tert-Butyl (1R,3S,5R)-3-((6-bromo-3-vinylpyridin-2-yl)carbamoyl)-5-((hex-5-en-1-yl(methyl)amino)methyl)-2-azabicyclo[3.1.0]hexane-2-carboxylate BrC1=CC=C(C(=N1)NC(=O)[C@H]1N([C@@H]2C[C@@]2(C1)CN(C)CCCCC=C)C(=O)OC(C)(C)C)C=C